COC1=C(CC2=NN3C(=NC=CC3=N2)N)C=CC(=C1)OC (2,4-dimethoxybenzyl)-[1,2,4]triazolo[1,5-c]pyrimidin-5-amine